5-bromo-7-((3as,4R,6R,6aR)-6-(((tert-butyldimethylsilyl)oxy)methyl)-2,2-dimethyltetrahydro-4H-cyclopenta[d][1,3]dioxol-4-yl)-2,4-dichloro-7H-pyrrolo[2,3-d]pyrimidine BrC1=CN(C=2N=C(N=C(C21)Cl)Cl)[C@@H]2C[C@@H]([C@H]1OC(O[C@H]12)(C)C)CO[Si](C)(C)C(C)(C)C